C(#N)C1=NC=CC=C1OCC(=O)N 2-[(2-cyanopyridin-3-yl)oxy]acetamide